CN1N=C2CC[C@H](CC2=C1C(=O)N[C@@H]1C(N(C2=C(OC1)C=CC=C2)C)=O)C(F)(F)F (R)-2-methyl-N-((S)-5-methyl-4-oxo-2,3,4,5-tetrahydrobenzo[b][1,4]oxazepin-3-yl)-5-(trifluoromethyl)-4,5,6,7-tetrahydro-2H-indazole-3-carboxamide